2-amino-5',7,7-trimethyl-2',5-dioxo-5,6,7,8-tetrahydrospiro[chromene-4,3'-indoline] NC=1OC=2CC(CC(C2C2(C(NC3=CC=C(C=C23)C)=O)C1)=O)(C)C